trans-N-methyl-4-[4-(3-Adamantan-1-yl-ureido)-cyclohexyl-oxy]-benzamide CNC(C1=CC=C(C=C1)O[C@@H]1CC[C@H](CC1)NC(=O)NC12CC3CC(CC(C1)C3)C2)=O